N(=O)N(O)C1=CC=CC=C1.[Al] aluminum N-nitroso-N-phenylhydroxylamine salt